ethyloxyl-phosphocholine C(C)OC(OP(=O)([O-])O)C[N+](C)(C)C